Diformic anhydride C(=O)OC=O